2-(2-Ethyl-7-(fluoromethyl)-4-oxo-2,4-dihydro-5H-pyrazolo[3,4-d]pyridazin-5-yl)-N-(pyrimidin-2-yl)acetamide C(C)N1N=C2C(=NN(C(C2=C1)=O)CC(=O)NC1=NC=CC=N1)CF